methyl (S)-2-(3-chloro-4-methyl-6-oxopyridazin-1(6H)-yl)-3-cyclopropanoate ClC1=NN(C(C=C1C)=O)[C@H]1CC1C(=O)OC